O1C(=NC=C1)C1=CC=CC=C1C(=O)[O-] 6-oxazol-2-yl-benzoate